N(=[N+]=[N-])C(C)C1=NC=C(C=C1F)C(F)(F)F 2-(1-azidoethyl)-3-fluoro-5-(trifluoromethyl)pyridine